6-chloro-2-(2,6-dichloro-3,5-dimethoxyphenyl)-4-(3,3-dimethylazetidin-1-yl)pyrido[3,4-d]pyrimidine ClC1=CC2=C(N=C(N=C2N2CC(C2)(C)C)C2=C(C(=CC(=C2Cl)OC)OC)Cl)C=N1